5-chloro-2-ethyl-7,8-dihydro-6H-spiro[[1,3]oxazolo[5,4-f]quinazoline-9,1'-cyclohexan]-7-one ClC=1C=C2C(=C3C1NC(NC31CCCCC1)=O)OC(=N2)CC